C(OCC)(OCC)OCC Triethylorthoformate